3-((2-Fluoro-4-iodophenyl)amino)-N-(2-hydroxyethoxy)furo[3,2-c]pyridine-2-carboxamide FC1=C(C=CC(=C1)I)NC1=C(OC2=C1C=NC=C2)C(=O)NOCCO